Methyl 4-chloro-2-methyl-3-phenoxybenzoate ClC1=C(C(=C(C(=O)OC)C=C1)C)OC1=CC=CC=C1